ClC1=C(C=CC(=C1)NC1=NC=NC2=CC(=C3C(=C12)OCCO3)OCCOC)NC(=O)NC3=CC=C(C=C3)OC3=CC=CC=C3 1-(2-chloro-4-((5-(2-methoxyethoxy)-2,3-dihydro-[1,4]dioxino[2,3-f]quinazolin-10-yl)amino)phenyl)-3-(4-(phenoxy)phenyl)urea